C[Si](COC)(COC)C1CCCCC1 methylcyclohexyl-bis(methoxymethyl)silane